(S)-1-(3-(3-chloro-2-(1H-pyrazol-1-yl)pyridin-4-yl)-1H-pyrazolo[3,4-b]pyrazin-6-yl)-4'H,6'H-spiro[piperidine-4,5'-pyrrolo[1,2-b]pyrazole]-4'-amine (trifluoroacetate) FC(C(=O)O)(F)F.ClC=1C(=NC=CC1C1=NNC2=NC(=CN=C21)N2CCC1([C@@H](C=3N(N=CC3)C1)N)CC2)N2N=CC=C2